(1S,3R)-3-(3-bromo-4-fluorobenzyl)-3-(methoxycarbonyl)cyclopentan-1-aminium chloride [Cl-].BrC=1C=C(C[C@]2(C[C@H](CC2)[NH3+])C(=O)OC)C=CC1F